5-{[4-(1H-indol-5-yloxy)-1,3,5-triazin-2-yl]oxy}-1H-indole N1C=CC2=CC(=CC=C12)OC1=NC(=NC=N1)OC=1C=C2C=CNC2=CC1